O[C@@H](CC)C1=CC(=C(C=N1)C=1C=2N(C3=CC(=NC=C3C1)NC(C)=O)N=CN2)C (S)-N-(4-(6-(1-hydroxypropyl)-4-methylpyridin-3-yl)-[1,2,4]triazolo[1,5-a][1,6]naphthyridin-8-yl)acetamide